C(=O)[C@@H]1N([C@H]2CN(C([C@@H]1C2)=O)C)C(=O)OC(C)(C)C tert-butyl (1R,5R,7R)-7-formyl-3-methyl-2-oxo-3,6-diazabicyclo[3.2.1]octane-6-carboxylate